(S)-N-(8-bromo-5,6-dichloro-9-(1H-pyrazol-4-yl)-2,3-dihydro-1H-pyrrolo[1,2-a]indol-2-yl)acetamide BrC=1C=2C(=C3N(C2C(=C(C1)Cl)Cl)C[C@H](C3)NC(C)=O)C=3C=NNC3